C(CCC)OC(C=C)=O.OCCC(C(=O)O)=C.C(C(=C)C)(=O)OC methyl methacrylate-(2-hydroxyethyl acrylate) butyl-acrylate